OC=1C(=CN(C(C1)=O)C1(CC1)C)C(=O)OC methyl 4-hydroxy-1-(1-methylcyclopropyl)-6-oxopyridine-3-carboxylate